6-fluoro-5-(4-(4-(7-fluoro-1-oxo-1,2-dihydroisoquinolin-3-yl)-2-azabicyclo[2.1.1]hexan-2-yl)piperidin-1-yl)-N-(methyl-d3)picolinamide FC1=C(C=CC(=N1)C(=O)NC([2H])([2H])[2H])N1CCC(CC1)N1C2CC(C1)(C2)C=2NC(C1=CC(=CC=C1C2)F)=O